(R)-6-chloro-3-((1-(3,6-dimethyl-2-(4-(3-methylisoxazol-5-yl)piperidin-1-yl)-4-oxo-3,4-dihydroquinazolin-8-yl)ethyl)amino)-N-(methylsulfonyl)picolinamide ClC1=CC=C(C(=N1)C(=O)NS(=O)(=O)C)N[C@H](C)C=1C=C(C=C2C(N(C(=NC12)N1CCC(CC1)C1=CC(=NO1)C)C)=O)C